O=C1NC(CCC1NC1=CC=C(C=C1)C1CN(C1)CCCCC=1C=C2C(=NC=NN2C1)C1=CC(=C(C=C1)CNC(OC(C)(C)C)=O)C)=O tert-butyl N-[[4-[6-[4-[3-[4-[(2,6-dioxo-3-piperidyl)amino]phenyl] azetidin-1-yl]butyl]pyrrolo[2,1-f][1,2,4]triazin-4-yl]-2-methyl-phenyl]methyl]carbamate